FC(F)(F)C1=NC2=C(NC(C3N2CCNC3)=O)N=C1 (trifluoromethyl)-7,8,9,10-tetrahydro-5H-dipyrazino[1,2-a:2',3'-e]pyrazin-6(6aH)-one